(2R,5S)-5-[2-(4-chloro-3-fluoro-phenoxy)acetamido]-N-[(1s,3s)-3-(trifluoro-methoxy)cyclobutyl]piperidine ClC1=C(C=C(OCC(=O)N[C@H]2CCCN(C2)C2CC(C2)OC(F)(F)F)C=C1)F